2,2-difluoro-3-(3-chlorophenyl)-3-butenoic acid n-hexyl ester C(CCCCC)OC(C(C(=C)C1=CC(=CC=C1)Cl)(F)F)=O